Methyl 4-[5-amino-1-(4-fluorophenyl)-2-(2-methoxy-1,1-dimethyl-ethyl)-6-methyl-pyrrolo[2,3-b]pyridin-3-yl]benzoate NC=1C=C2C(=NC1C)N(C(=C2C2=CC=C(C(=O)OC)C=C2)C(COC)(C)C)C2=CC=C(C=C2)F